5-amino-4-carbamoyl-3-[4-[[(2-methoxybenzoyl)amino]methyl]phenyl]pyrazol NC1=C(C(=NN1)C1=CC=C(C=C1)CNC(C1=C(C=CC=C1)OC)=O)C(N)=O